CSC1=NC=CC(=N1)C(CC(=O)OCC)=O ethyl 3-(2-methylthiopyrimidin-4-yl)-3-oxo-propionate